ClC=1C=NC=C(C1CN1C=NC(=C2N=C(N=C12)[C@@H]1[C@@H](CNCC1)C)N)Cl 3-((3,5-dichloropyridin-4-yl)methyl)-8-((3S,4S)-3-methylpiperidin-4-yl)-3H-purin-6-amine